C(C(=O)OCC)(=O)OCCC(CC(C(C)C)=C)C 3,6-dimethyl-5-methyleneheptyl ethyl oxalate